C(C)OC(=O)C=1C(C=C2N(C(OC3=C2C=2CC(OC2C(=C3)OCCCOC)(C)C)C3=CC=CC=C3)C1)=O 4-(3-methoxypropoxy)-2,2-dimethyl-11-oxo-7-phenyl-1,2,7,11-tetrahydrobenzofuro[4,5-e]pyrido[1,2-c][1,3]oxazine-10-carboxylic acid ethyl ester